(S)-N-(5-cyano-6-(difluoromethoxy)pyridin-3-yl)-2,3-difluoro-8,8-dimethyl-7,8-dihydro-6H-cyclopenta[e]pyrazolo[1,5-a]pyrimidine-6-carboxamide C(#N)C=1C=C(C=NC1OC(F)F)NC(=O)[C@H]1CC(C2=C1C=NC=1N2N=C(C1F)F)(C)C